tert-butyl (S)-(2-(3-hydroxy-2,5-dioxopyrrolidin-1-yl)ethyl)carbamate O[C@@H]1C(N(C(C1)=O)CCNC(OC(C)(C)C)=O)=O